C[C@@H]1N(CC([C@H](C1)OC1=CC(=CC=C1)C(F)(F)F)C)C=1C2=C(N(C(N1)=O)C)C=CC(=N2)C#N |&1:5| 4-((2S,SR)-2,5-dimethyl-4-(3-(trifluoromethyl)phenoxy)piperidin-1-yl)-1-methyl-2-oxo-1,2-dihydropyrido[3,2-d]pyrimidine-6-carbonitrile